ClC=1C=NC=2CCCC(C2C1)O 3-chloro-5,6,7,8-tetrahydroquinolin-5-ol